CC=1C=C(C=C(C1)C)N1N=C2C(CN(CC2)C(=O)OC(C)(C)C)=C1N1C(NC=C1)=O tert-Butyl 2-(3,5-dimethylphenyl)-3-(2-oxo-1H-imidazol-3-yl)-6,7-dihydro-4H-pyrazolo[4,3-c]pyridine-5-carboxylate